ClC1=C(C2=C(OCOC2)C=C1)CCCN1CCN(CC1)CC1=CC(=CC=C1)OC 1-(3-(6-chlorobenzo[d][1,3]dioxan-5-yl)propyl)-4-(3-methoxybenzyl)piperazine